BrC1=CC(=CS1)C(=O)NCCCN(C)C 5-bromo-N-(3-(dimethylamino)propyl)thiophene-3-carboxamide